O(C1=CC=CC=C1)CCCCC(=O)[O-] 5-phenoxyvalerate